2-(2-chlorophenyl)-4-(trifluoromethyl)aniline ClC1=C(C=CC=C1)C1=C(N)C=CC(=C1)C(F)(F)F